cis-tert-butyl 3-((5-fluoro-4-(2-(3-oxomorpholino)pyridin-4-yl)pyrimidin-2-yl)amino)cyclohexane-1-carboxylate FC=1C(=NC(=NC1)N[C@H]1C[C@H](CCC1)C(=O)OC(C)(C)C)C1=CC(=NC=C1)N1C(COCC1)=O